C(C)OC(C1=CC(=C(C=C1)F)F)=O.FC1=C(C(=C(C(=C1F)S(=O)(=N)C)F)F)NC(=O)C=1C=NC2=C(C=CC=C2C1)C1=CC=C(C=C1)C(F)(F)F N-(2,3,5,6-tetrafluoro-4-(S-methylsulfonimidoyl)phenyl)-8-(4-(trifluoromethyl)phenyl)quinoline-3-carboxamide ethyl-3,4-difluorobenzoate